ClC1=CC(=C(C=C1)C1=NC(=CC=2N=C(N(C(C21)=O)C)C)[C@@H]2C[C@H](OCC2)C=2C=NN(C2)C)F 5-(4-chloro-2-fluorophenyl)-2,3-dimethyl-7-((2s,4s)-2-(1-methyl-1H-pyrazol-4-yl)tetrahydro-2H-pyran-4-yl)pyrido[4,3-d]pyrimidin-4(3H)-one